[Ce].[Ag].[V] vanadium-silver-cerium